7-(difluoromethyl)thieno[3,2-b]Pyridine-2-carboxylic acid methyl ester COC(=O)C1=CC2=NC=CC(=C2S1)C(F)F